N-(2-(4,4-difluorocyclohexyl)-4-(2,5-difluorophenyl)pyridin-3-yl)-3-methylisoxazole-5-carboxamide FC1(CCC(CC1)C1=NC=CC(=C1NC(=O)C1=CC(=NO1)C)C1=C(C=CC(=C1)F)F)F